C1(CC1)C[C@@H](C(=O)OC(C)(C)C)NC(=O)C=1NC2=CC=CC(=C2C1)OC tert-butyl (2S)-3-cyclopropyl-2-[(4-methoxy-1H-indole-2-carbonyl)amino]propanoate